O=C1NN=CC=C1C(=O)N 3-oxo-pyridazine-4-carboxamide